N-hydroxyethyl-urea OCCNC(=O)N